tert-butyl 4-[(1S,4R,5R)-5-[[5-cyclopropyl-3-(2-cyclopropyl-6-fluorophenyl)-1,2-oxazol-4-yl]methoxy]-3-oxo-2-azabicyclo[2.2.1]heptan-2-yl]benzoate C1(CC1)C1=C(C(=NO1)C1=C(C=CC=C1F)C1CC1)CO[C@H]1[C@@H]2C(N([C@H](C1)C2)C2=CC=C(C(=O)OC(C)(C)C)C=C2)=O